BrC=1C(=CC=2C3=C(C(=NC2C1F)OC[C@H]1N(CCC1)C)N=CN3C3CC(N(CC3)C(=O)OC(C)(C)C)CC=O)Cl tert-butyl 4-(7-bromo-8-chloro-6-fluoro-4-(((S)-1-methylpyrrolidin-2-yl)methoxy)-1H-imidazo[4,5-c]quinolin-1-yl)-2-(2-oxoethyl)piperidine-1-carboxylate